3-Methyl-6-(2-(1-methylpiperidin-4-yl)benzo[d]thiazol-5-yl)-3,4-dihydropyridine-1(2H)-carboxylic acid tert-butyl ester C(C)(C)(C)OC(=O)N1CC(CC=C1C=1C=CC2=C(N=C(S2)C2CCN(CC2)C)C1)C